acryloyloxymethyl-2-methyl-2-ethyl-1,3-dioxolane C(C=C)(=O)OCC1OC(OC1)(CC)C